magnesium glycyl-glutamine NCC(=O)N[C@@H](CCC(N)=O)C(=O)O.[Mg]